C(#N)C1CCC(CC1)C=1C=C2C(=CC=NC2=CC1)C(=O)O 6-((1R,4SR)-4-cyanocyclohexyl)quinoline-4-carboxylic acid